N1(CCOCC1)C(=O)C1=CC=C(O1)C(C=O)=O 2-(5-(morpholin-4-carbonyl)furan-2-yl)-2-oxoacetaldehyde